methyl 4-bromo-2-[2-[(6-chloro-2-pyridyl)oxy]ethoxy]benzoate BrC1=CC(=C(C(=O)OC)C=C1)OCCOC1=NC(=CC=C1)Cl